[(3-methyl-1,2,4-oxadiazol-5-yl)methyl]-4-tetrahydropyran-4-yl-phthalazin-1-amine CC1=NOC(=N1)CC1=C2C(=NN=C(C2=CC=C1)N)C1CCOCC1